FC1=CC=C(C(=O)NCC=2N=NN(C2)[C@H](CC2=CC=C3C=CNC3=C2)CC(=O)NO)C=C1 (R)-4-fluoro-N-((1-(4-(hydroxyamino)-1-(1H-indol-6-yl)-4-oxobutan-2-yl)-1H-1,2,3-triazol-4-yl)methyl)benzamide